C12CC(CC(C1)C2)OC2=C(C=C(C=C2)NC(=O)C=2N=C(OC2CC)N2CC(C2)(OC)CC)F N-(4-(bicyclo[3.1.1]heptan-3-yloxy)-3-fluorophenyl)-5-ethyl-2-(3-ethyl-3-methoxyazetidin-1-yl)oxazole-4-carboxamide